N1=C(C=NC=C1)C1=NN=C(O1)C(=O)N1[C@@H](C2=C(CC1)NC=N2)C2=NN1C(C(=CC=C1)OC(F)(F)F)=C2 (S)-(5-(pyrazin-2-yl)-1,3,4-oxadiazol-2-yl)(4-(4-(trifluoromethoxy)pyrazolo[1,5-a]pyridin-2-yl)-6,7-dihydro-1H-imidazo[4,5-c]pyridin-5(4H)-yl)methanone